METHYLENEBISNAPHTHALENE C(C1=CC=CC2=CC=CC=C12)C1=CC=CC2=CC=CC=C12